5-azaoctadecan-18-oate CCCCNCCCCCCCCCCCCC(=O)[O-]